FC1=C(C=C(C=C1F)N1N=CC2=CC(=CC(=C12)C)N1CCN(CC1)S(=O)(=O)C)O 2,3-Difluoro-5-(7-methyl-5-(4-(methylsulfonyl)piperazin-1-yl)-1H-indazol-1-yl)phenol